Methyl (5R)-5-[(1R,3aS,3bS,7S,9aR,9bS,11aR)-7-acetoxy-9a,11a-dimethyl-2,3,3a,3b,4,6,7,8,9,9a,9b,10,11,11a-tetradecahydro-1H-cyclopenta[1,2-a]phenanthren-1-yl]hexanoate C(C)(=O)O[C@H]1CC[C@@]2([C@H]3CC[C@]4([C@H]([C@@H]3CC=C2C1)CC[C@@H]4[C@@H](CCCC(=O)OC)C)C)C